(S)-2-((((1-(3-amino-6-(2-hydroxyphenyl)pyridazin-4-yl)piperidin-4-yl)oxy)carbonyl)amino)-3,3-dimethylbutanoic acid NC=1N=NC(=CC1N1CCC(CC1)OC(=O)N[C@H](C(=O)O)C(C)(C)C)C1=C(C=CC=C1)O